FC=1C=C2C(=NC=NC2=C(C1)OC)N1CCC(CC1)C[SH2](=O)C=N (R)-{[1-(6-fluoro-8-methoxyquinazolin-4-yl)piperidin-4-yl]methyl}(imino)methyl-λ6-sulfanone